FC=1C(=CC=2C3=C(N=NC2C1)N(C(N3C(C)C)=O)C)C=3C=NC(=CC3)COCCN3CCCC3 7-fluoro-1-isopropyl-3-methyl-8-(6-((2-(pyrrolidin-1-yl)ethoxy)methyl)pyridin-3-yl)-1H-imidazo[4,5-c]cinnolin-2(3H)-one